ClC1=C(C=CC=C1)S(=O)(=O)N1CCNCC1 4-((2-chlorophenyl)sulfonyl)piperazine